C1(CCCC1)C=[Si]=[Hf](C1C(=CC2=C(C=CC=C12)C(C)C)C)C1C(=CC2=C(C=CC=C12)C(C)C)C cyclopentylmethylenesilylene-bis(2-methyl-4-isopropylinden-1-yl)hafnium